[4-(2-Azaspiro[3.3]heptan-6-ylmethyl)phenyl]-imino-oxo-(trifluoromethyl)-lambda6-sulfane C1NCC12CC(C2)CC2=CC=C(C=C2)S(C(F)(F)F)(=O)=N